(R)-piperazine N1CCNCC1